tert-butyl (2S,4R)-4-[tert-butyl(dimethyl)silyl]oxy-2-[5-[2-(3-chlorophenyl)ethynyl]-1H-imidazol-2-yl]pyrrolidine-1-carboxylate [Si](C)(C)(C(C)(C)C)O[C@@H]1C[C@H](N(C1)C(=O)OC(C)(C)C)C=1NC(=CN1)C#CC1=CC(=CC=C1)Cl